bromo-N,N-diethylaniline BrC1=C(N(CC)CC)C=CC=C1